ClC=1C=C(C=CC1F)NC(N(C)[C@@H]1COCC=2N=C(C=3C=C(C(=CC3C21)F)F)OCCO)=O (S)-3-(3-Chloro-4-fluorophenyl)-1-(8,9-difluoro-6-(2-hydroxyethoxy)-1,4-dihydro-2H-pyrano[3,4-c]isoquinolin-1-yl)-1-methylurea